4-(benzylthio)-N-(1-(2,2,2-trifluoroacetyl)piperidin-4-yl)benzenesulfonamide C(C1=CC=CC=C1)SC1=CC=C(C=C1)S(=O)(=O)NC1CCN(CC1)C(C(F)(F)F)=O